pentylzinc bromide [Br-].C(CCCC)[Zn+]